Methyl 1-[(3-chloropyridin-2-yl)methyl]-5-(3-methoxyphenyl)-1H-pyrazole-3-carboxylate ClC=1C(=NC=CC1)CN1N=C(C=C1C1=CC(=CC=C1)OC)C(=O)OC